Br.C1(=CC=CC=C1)NC(=[NH2+])NC1=CC=CC=C1 1,3-diphenyl-guanidinium hydrobromide